BrC1=CC=CC2=C1OC(C(N2)=O)(C)C 8-bromo-2,2-dimethyl-2H-benzo[b][1,4]oxazin-3(4H)-one